C1(CCCC1)N1C2=C(N(C(C3=C1C=CC=C3)=O)C)C=NC(=N2)NC2=CC=C(C(=O)NCCCCCCNC3=C1C(N(C(C1=CC=C3)=O)C3C(NC(CC3)=O)=O)=O)C=C2 4-((11-cyclopentyl-5-methyl-6-oxo-6,11-dihydro-5H-benzo[e]pyrimido[5,4-b][1,4]diazepin-2-yl)amino)-N-(6-((2-(2,6-dioxopiperidin-3-yl)-1,3-dioxoisoindolin-4-yl)amino)hexyl)benzamide